(4,5-dimethyl-2-thiazolyl)-2,5-diphenyltetrazolium bromide [Br-].CC=1N=C(SC1C)[N+]=1N(N=NC1C1=CC=CC=C1)C1=CC=CC=C1